OC1=C2C(O[C@H](CCCC(CCCCCC2=CC(=C1)O)=O)C)=O (11S)-15,17-dihydroxy-11-methyl-12-oxabicyclo-[12.4.0]octadecane-1(18),14,16-trien-7,13-dione